4-(2-bromo-3-phenylbenzyloxy)-2-hydroxybenzaldehyde BrC1=C(COC2=CC(=C(C=O)C=C2)O)C=CC=C1C1=CC=CC=C1